N[C@H]1[C@@H](S(C=C1)(=O)=O)C (2S,3R)-3-amino-2-methyl-2,3-dihydrothiophene-1,1-dioxide